tert-butyl 4-((1R,2S)-2-((4-(trifluoromethoxy)phenyl)sulfonamido)cyclopropyl)piperidine-1-carboxylate FC(OC1=CC=C(C=C1)S(=O)(=O)N[C@@H]1[C@H](C1)C1CCN(CC1)C(=O)OC(C)(C)C)(F)F